4-oxo-2-azabicyclo[3.1.1]heptane-2-carboxylic acid tert-butyl ester C(C)(C)(C)OC(=O)N1C2CC(C(C1)=O)C2